[N+](=O)([O-])C1CC2(C1)CCC1(OCCO1)CC2 2-nitro-8,11-dioxadispiro[3.2.47.24]tridecane